N1CC(C1)OC=1C=CC(=NC1C)C(=O)NC 5-(Azetidin-3-yloxy)-N,6-dimethylpicolinamide